4-(pyrimidin-4-yloxy)cyclopentyl hydrogen phosphonate P(OC1CCC(C1)OC1=NC=NC=C1)(O)=O